2-(1H-indole-3-sulfonylamino)-N-((5-phenyl-1H-pyrazol-3-yl)methyl)thiazole-4-carboxamide N1C=C(C2=CC=CC=C12)S(=O)(=O)NC=1SC=C(N1)C(=O)NCC1=NNC(=C1)C1=CC=CC=C1